CN1N(C2=C(C=CC=C2C1=C1C2=CNNC2=CC=C1)C)C=1C=CC(=NC1)N1CCS(CC1)(=O)=O 4-(5-{2,7-dimethyl-1H,2'H-[3,4'-biindazol]-1-yl}pyridin-2-yl)-1λ6-thiomorpholine-1,1-dione